BrC1=C(C(=CC(=C1)C)Br)O 2,6-dibromo-4-methylphenol